CC=1C=2N(N=CC1)C=CC2C(=O)N 4-methylpyrrolo[1,2-b]pyridazine-5-carboxamide